BrCC1=CC=C(C=C1)OB(O)O 4-(bromomethyl)phenyl-boric acid